ethylenediaminetetraacetic acid cobalt (II) [Co+2].C(CN(CC(=O)O)CC(=O)O)N(CC(=O)O)CC(=O)O